FCC([C@H](CC(=O)OCCCCCCCCC=CCC=CCCCCC)NC(=O)[C@@]1(CC(=NO1)C1=NC=CC2=CC=CC=C12)C(C)C)=O octadeca-9,12-dien-1-yl (S)-5-fluoro-3-((R)-5-isopropyl-3-(isoquinolin-1-yl)-4,5-dihydroisoxazole-5-carboxamido)-4-oxopentanoate